[Pd](Cl)Cl.C1(=CC=CC=C1)[PH+](C1=CC=CC=C1)C1=CC=CC=C1.C1(=CC=CC=C1)[PH+](C1=CC=CC=C1)C1=CC=CC=C1 bis(triphenylphosphonium) palladium dichloride